C(C)(=O)N1CCC(CC1)NCC1=C(C=C(C=C1)C1=NC=CC(=C1Cl)C=1C(=C(C=CC1)NC(C1=NC=C(C=C1)CN1C[C@@H](CC1)O)=O)C)OC (R)-N-(3-(2-(4-(((1-Acetylpiperidin-4-yl)amino)methyl)-3-methoxyphenyl)-3-chloropyridin-4-yl)-2-methylphenyl)-5-((3-hydroxypyrrolidin-1-yl)methyl)picolinamide